FC=1C=CC=C2C(=CNC12)C=1C=C(SC1)C(CCCC(=O)O)=O 5-(4-(7-fluoro-1H-indol-3-yl)thiophen-2-yl)-5-oxopentanoic acid